FC=1C(=NC(=NC1)NC1=CC=C(C=C1)N1CCOCC1)OCC1CCC(CC1)C(F)(F)F 4-(((5-fluoro-2-((4-morpholino-phenyl)amino)pyrimidin-4-yl)oxy)methyl)-1-(trifluoro-methyl)cyclohexan